(3-(4-amino-3-(3-fluoro-4-methoxyphenyl)-1H-pyrazolo[3,4-d]pyrimidin-1-yl)piperidin-1-yl)prop-2-en-1-one NC1=C2C(=NC=N1)N(N=C2C2=CC(=C(C=C2)OC)F)C2CN(CCC2)C(C=C)=O